ClC1=C(C=CC=C1)NC1=C(C2=C(NC=N2)C=C1C(=O)OC)F methyl 5-((2-chlorophenyl)amino)-4-fluoro-1H-benzo[d]imidazole-6-carboxylate